4,4,4-trifluoro-1-{4-[(2-methylphenyl)sulfanyl]phenyl}butane-1,3-dione FC(C(CC(=O)C1=CC=C(C=C1)SC1=C(C=CC=C1)C)=O)(F)F